C1(CC1)NC(C1=C(C=C(C=C1OC)C1=CN=C2N1C=CC(=C2)OCCN(C2=CC=CC=C2)C)OC(F)F)=O N-cyclopropyl-2-(difluoromethoxy)-6-methoxy-4-[7-[2-(N-methylanilino)ethoxy]imidazo[1,2-a]pyridin-3-yl]benzamide